C1(CCCCC1)[C@@H](C(=O)O)NC(=O)OC1=CC=CC=C1 (2S)-2-cyclohexyl-2-(phenoxycarbonyl-amino)acetic acid